BrCC1C[C@H](N([C@H](C1)C)C(=O)OC(C)(C)C)C (2R,4r,6S)-tert-Butyl 4-(bromomethyl)-2,6-dimethylpiperidine-1-carboxylate